C[C@H]1[C@H](CN(CC1)C(CC#N)=O)NC1=C2C(=NC=C1C=1SC(=CN1)S(=O)(=O)C)NC=C2 3-((3R,4R)-4-methyl-3-((5-(5-(methylsulfonyl)thiazol-2-yl)-1H-pyrrolo[2,3-b]pyridin-4-yl)amino)piperidin-1-yl)-3-oxopropanenitrile